OC1=C(C=CC(=C1OCOC)I)C(C)=O 1-[2-hydroxy-4-iodo-3-(methoxymethoxy)phenyl]ethanone